P(=S)(O)(O)OC[C@@H]1[C@H]([C@H]([C@@H](O1)N1C=NC=2C(N)=NC=NC12)O)O adenosine monothiophosphate